BrC1=C(C=C(C=C1)F)/C=C/C(=O)C1=C(C=C(C=C1OC)OC)O (E)-3-(2-bromo-5-fluorophenyl)-1-(2-hydroxy-4,6-dimethoxyphenyl)prop-2-en-1-one